(R)-6-chloro-3-((1-(3,6-dimethyl-2-(4-(1-methyl-1H-1,2,3-triazol-4-yl)piperidin-1-yl)-4-oxo-3,4-dihydroquinazolin-8-yl)ethyl)amino)-N-(methylsulfonyl)picolinamide ClC1=CC=C(C(=N1)C(=O)NS(=O)(=O)C)N[C@H](C)C=1C=C(C=C2C(N(C(=NC12)N1CCC(CC1)C=1N=NN(C1)C)C)=O)C